ammonium (hydrogen) phosphate P(=O)(O)([O-])[O-].[NH4+].[NH4+]